CC1CC2N(C(C1)C2)C(=O)NC2=CC(=C(C=C2)C)B2OC(C(O2)(C)C)(C)C trans-3-methyl-N-(4-methyl-3-(4,4,5,5-tetramethyl-1,3,2-dioxaborolan-2-yl)phenyl)-6-azabicyclo[3.1.1]heptane-6-carboxamide